4-methylpiperazine-1-carboxylic acid [(2s,3s,4E,6r,7s,10r)-10-hydroxy-3,7-dimethyl-12-oxo-2-[(E)-1-(3-piperazin-1-ylphenyl) prop-1-en-2-yl]-1-oxocyclododec-4-en-6-yl] ester O[C@@H]1CC[C@@H]([C@H](/C=C/[C@@H]([C@H](C(C(C1)=O)=O)/C(=C/C1=CC(=CC=C1)N1CCNCC1)/C)C)OC(=O)N1CCN(CC1)C)C